The molecule is an enone that is (4E,6E,8E,10E,12E)-8-methyl-13-phenyltrideca-4,6,8,10,12-pentaene in which the two methylene hydrogens at position 3 have been replaced by an oxo group. Originally isolated from Aspergillus niger. It has a role as an Aspergillus metabolite, a lipoxygenase inhibitor and a platelet aggregation inhibitor. CCC(=O)/C=C/C=C/C(=C/C=C/C=C/C1=CC=CC=C1)/C